FC(C(OC(C(OC(=C(F)F)F)(F)F)(C(F)(F)F)F)(F)F)(S(=O)(=O)O)F perfluoro(4-methyl-3,6-dioxa-7-octene-1-sulfonic acid)